BrC=1C=C(C=C2C=NNC12)N1C(=NC=2C1=NC(=CC2)C(F)(F)F)C(F)F 3-(7-Bromo-1H-indazol-5-yl)-2-(difluoromethyl)-5-(trifluoromethyl)imidazo[4,5-b]pyridine